(3aR,11aS)-6-chloro-10-methyl-1-(6-methyl-4-(trifluoromethyl)pyridin-2-yl)-5-(2-(methylamino)ethyl)-1,3a,4,5,10,11a-hexahydro-2H-benzo[b]pyrrolo[2,3-f][1,4]diazocine-2,11(3H)-dione ClC1=CC=CC2=C1N(C[C@@H]1[C@@H](C(N2C)=O)N(C(C1)=O)C1=NC(=CC(=C1)C(F)(F)F)C)CCNC